O[C@]1(C[C@@H](N(CC1)CC1=CC2=C(N(C(N2C)=O)C)C=C1)C)C=1C=C(C=CC1)C 5-[[(2S,4R)-4-hydroxy-2-methyl-4-(m-tolyl)-1-piperidyl]methyl]-1,3-dimethyl-benzimidazol-2-one